C(C)(C)(C)OC(=O)N1C[C@@H](CC1)N1C2=NC=NC(=C2NC1=O)N(CC1=CC=CC=C1)CC1=CC=CC=C1 (R)-3-(6-(dibenzylamino)-8-oxo-7,8-dihydro-9H-purin-9-yl)pyrrolidine-1-carboxylic acid tert-butyl ester